(S)-2-amino-N-(4-(1,2-dimethyl-6-oxo-1,6-dihydropyridin-3-yl)-3-(trifluoromethyl)phenyl)-3,3-diphenylpropanamide hydrochloride Cl.N[C@H](C(=O)NC1=CC(=C(C=C1)C1=C(N(C(C=C1)=O)C)C)C(F)(F)F)C(C1=CC=CC=C1)C1=CC=CC=C1